2-hydroxy-5-Nitrobenzyl alcohol OC1=C(CO)C=C(C=C1)[N+](=O)[O-]